C(CCCCCCCCCCCCCCC)(=O)N[C@@H](C)[C@H](O)CCCCCCCCCCCCCCC N-(hexadecanoyl)-1-deoxysphinganine